4,5-difluoro-1-tosyl-1H-pyrrolo[2,3-b]pyridine FC1=C2C(=NC=C1F)N(C=C2)S(=O)(=O)C2=CC=C(C)C=C2